NC1=C(C(=NN1[C@H]1[C@@H](CCC1)O)C1=CC=C(C=C1)CNC(C1=C(C=CC=C1)OC)=O)C#N N-[[4-[5-amino-4-cyano-1-[(1R,2R)-2-hydroxycyclopentyl]pyrazol-3-yl]phenyl]methyl]-2-methoxy-benzamide